C(CCC)C1=C(C(=C(C(=N1)O)C(=O)N1CCN(CC1)CC1=NC=CC=C1)O)C1=C(C=CC=C1OC)OC 6-butyl-5-(2,6-dimethoxyphenyl)-3-[4-(pyridin-2-ylmethyl)piperazine-1-carbonyl]pyridine-2,4-diol